18-Hydroxy-nonadecanoic acid OC(CCCCCCCCCCCCCCCCC(=O)O)C